BrC1=NC=CC=C1C=1N(C(C2=C(N1)N(N=C2)C2=CC=C(C=C2)C)=O)CCCl 6-(2-bromopyridin-3-yl)-5-(2-chloroethyl)-1-(p-tolyl)-1,5-dihydro-4H-pyrazolo[3,4-d]pyrimidin-4-one